4-(4-(Benzo[b]thiophen-4-yl)-1H-pyrazol-1-yl)piperidine S1C2=C(C=C1)C(=CC=C2)C=2C=NN(C2)C2CCNCC2